ClC(CC(C)C)B(O)O[C@]12[C@@](CCC(C1(C)C)C2)(C)O (1S)-(S)-pinanediol 1-chloro-3-methylbutane-1-boronate